ClC=1N=NC(=CC1NCC1=CC=NC=C1)Cl 3,6-dichloro-N-(4-pyridylmethyl)pyridazin-4-amine